N-{(2S,3R,4S)-4-fluoro-1-(oxetane-2-carbonyl)-2-[(2,2',5'-trifluoro[1,1-biphenyl]-3-yl)methyl]pyrrolidin-3-yl}-methanesulfonamide F[C@@H]1[C@@H]([C@@H](N(C1)C(=O)C1OCC1)CC=1C(=C(C=CC1)C1=C(C=CC(=C1)F)F)F)NS(=O)(=O)C